N=1C=CN2C1N=CC(=C2)C=2C=CN1N=C(N=CC12)N[C@@H]1CC[C@@H](CC1)OCCOC 5-(Imidazo[1,2-a]pyrimidin-6-yl)-N-(cis-4-(2-methoxyethoxy)cyclohexyl)pyrrolo[2,1-f][1,2,4]triazin-2-amine